3-chloro-5,6,7,8-tetrahydroisoquinoline ClC=1N=CC=2CCCCC2C1